benzyl (2-(2-(((1-(6-oxo-7-oxa-2,5-diazaspiro[3.4]octane-2-carbonyl)azetidin-3-yl)methoxy)methyl)phenoxy)ethyl)carbamate O=C1NC2(CN(C2)C(=O)N2CC(C2)COCC2=C(OCCNC(OCC3=CC=CC=C3)=O)C=CC=C2)CO1